CON(C(=O)[C@@H](CC(NC(C1=CC=CC=C1)(C1=CC=CC=C1)C1=CC=CC=C1)=O)NC(OC(C)(C)C)=O)C tert-Butyl N-[(1R)-1-[methoxy(methyl)carbamoyl]-2-[(triphenylmethyl)carbamoyl]ethyl]carbamate